NC1=C2C(=NC=N1)N(N=C2C2=CC=C(C=C2)OC2=CC=CC=C2)C2CCN(CC2)CCCCCCCCCCO 10-(4-(4-amino-3-(4-phenoxyphenyl)pyrazolo[3,4-d]pyrimidin-1-yl)piperidin-1-yl)decan-1-ol